ClC=1C=C(C=CC1)C1=CC(=CC=C1C)[C@H](CC(=O)[O-])NC(=O)NC=1C(N(C=CC1[O-])C)=O.[Na+].[Na+] sodium (S)-3-(3'-chloro-6-methylbiphenyl-3-yl)-3-(3-(1-methyl-4-oxido-2-oxo-1,2-dihydro pyridin-3-yl)ureido)propanoate